FC(C(C)(O)C1=CC=C(C=C1)F)(F)F 1,1,1-trifluoro-2-(4-fluorophenyl)propan-2-ol